4-methoxycyclohexyl α-chloroacrylate ClC(C(=O)OC1CCC(CC1)OC)=C